C1CCC(CC1)N=C=NC2CCCCC2 N,N'-Dicyclohexylcarbodiimid